ClC=1C=C(C=CC1OC)CC(=N)NO 2-(3-chloro-4-methoxyphenyl)-N-hydroxyacetamidine